5-amino-4-[5-(4-methyl-3-phenyl-pyrazol-1-yl)-1-oxo-isoindolin-2-yl]-5-oxo-pentanoic acid NC(C(CCC(=O)O)N1C(C2=CC=C(C=C2C1)N1N=C(C(=C1)C)C1=CC=CC=C1)=O)=O